dimethyl-diphenylammonium hydroxid [OH-].C[N+](C1=CC=CC=C1)(C1=CC=CC=C1)C